2-(1-(3-(methoxymethyl)phenyl)-1H-pyrazol-4-yl)acetamide COCC=1C=C(C=CC1)N1N=CC(=C1)CC(=O)N